Rel-6-amino-9-[(3S,4R)-1-{2-[1-(azetidin-3-yl)piperidin-4-yl]ethyl}-3-fluoropiperidin-4-yl]-7-(4-phenoxyphenyl)purin-8-one NC1=C2N(C(N(C2=NC=N1)[C@H]1[C@H](CN(CC1)CCC1CCN(CC1)C1CNC1)F)=O)C1=CC=C(C=C1)OC1=CC=CC=C1 |o1:10,11|